CN(CCCOC=1C=NC=C(C1)B1OC(C(O1)(C)C)(C)C)C dimethyl(3-{[5-(4,4,5,5-tetramethyl-1,3,2-dioxaborolan-2-yl)pyridin-3-yl]oxy}propyl)amine